The molecule is an organic sulfate of thymol. It has a role as a human xenobiotic metabolite. It is a monoterpenoid and an aryl sulfate. It derives from a thymol. It is a conjugate acid of a thymol sulfate(1-). CC1=CC(=C(C=C1)C(C)C)OS(=O)(=O)O